6,7,5'-trihydroxyisoflavone OC=1C=C2C(C(=COC2=CC1O)C1=CC=CC(=C1)O)=O